(S)-tetrabutylammonium thiophosphate P(=S)([O-])([O-])[O-].C(CCC)[N+](CCCC)(CCCC)CCCC.C(CCC)[N+](CCCC)(CCCC)CCCC.C(CCC)[N+](CCCC)(CCCC)CCCC